benzyl-di(2-hydroxypropyl)tetradecyl-ammonium chloride [Cl-].C(C1=CC=CC=C1)[N+](CCCCCCCCCCCCCC)(CC(C)O)CC(C)O